3-((8-((2,6-dimethylbenzyl)amino)-2,3-dimethylimidazo[1,2-a]pyridin-6-yl)amino)-3-oxopropanoate CC1=C(CNC=2C=3N(C=C(C2)NC(CC(=O)[O-])=O)C(=C(N3)C)C)C(=CC=C1)C